6-chloroisobenzofuran-1(3H)-one ClC1=CC=C2COC(C2=C1)=O